1,4-dioxaspiro[4.5]decane-8-one O1CCOC12CCC(CC2)=O